3-carboxymethyl-1-carboxymethyl-4-pyrazolecarboxylic acid C(=O)(O)CC1=NN(C=C1C(=O)O)CC(=O)O